N[C@@H](C(C)C)C(=O)N1C2CN[C@](CC1)(C2CCCB(O)O)C(=O)O (5R)-2-(L-valyl)-8-(3-boronopropyl)-2,6-diazabicyclo[3.2.1]octane-5-carboxylic acid